5-oxopyrrolidine-1,2-dicarboxylic acid O1-tert-butyl O2-methyl ester COC(=O)C1N(C(CC1)=O)C(=O)OC(C)(C)C